O1CCC(CC1)N1N=CC(=C1)B1OC(C)(C)C(C)(C)O1 1-(tetrahydro-2H-pyran-4-yl)-1H-pyrazol-4-boronic acid pinacol ester